CC1=NN(C(C1)=O)C1=CC=C(C=C1)C 3-methyl-1-(4-tolyl)-5-pyrazolone